2,7-diethyl-9,10-bis(n-heptyloxycarbonyloxy)anthracene sodium-nickel chloride [Ni](Cl)Cl.[Na].C(C)C1=CC2=C(C3=CC(=CC=C3C(=C2C=C1)OC(=O)OCCCCCCC)CC)OC(=O)OCCCCCCC